5-fluoro-N-[(1s,4s)-4-{[2-(difluoromethyl)imidazo[1,2-a]pyridin-5-yl]amino}cyclohexyl]pyrazolo[1,5-a]pyridine-2-carboxamide FC1=CC=2N(C=C1)N=C(C2)C(=O)NC2CCC(CC2)NC2=CC=CC=1N2C=C(N1)C(F)F